CN1C(C2(CC1)CN(C=1N(C2)N=CC1)C1=CC=C(C=C1)C(F)(F)F)=O methyl-4-(4-(trifluoromethyl)phenyl)-4,5-dihydro-7H-spiro[pyrazolo[1,5-a]pyrimidine-6,3'-pyrrolidin]-2'-one